(S)-4-(4-(((R)-1-(3-(difluoromethyl)-2-fluorophenyl)ethyl)amino)pyrido[3,4-d]Pyrimidine-6-yl)-3-methylpiperazine-1-carboxylate FC(C=1C(=C(C=CC1)[C@@H](C)NC=1C2=C(N=CN1)C=NC(=C2)N2[C@H](CN(CC2)C(=O)[O-])C)F)F